FC(C1=C2CN(C(C2=CC(=C1)C1=CC=C(C=C1)C1CCN(CC1)CC)=O)[C@@H](C(=O)NC=1SC=CN1)C1=C2N(C=N1)C[C@@H](C2)F)F |&1:26| (2RS)-2-[4-(difluoromethyl)-6-[4-(1-ethyl-4-piperidinyl)phenyl]-1-oxo-isoindolin-2-yl]-2-[(6R)-6-fluoro-6,7-dihydro-5H-pyrrolo[1,2-c]imidazol-1-yl]-N-thiazol-2-yl-acetamide